F[C@H]1CC2=CC=3CC[C@@H](C3C(=C2C1)NC(=O)N=S(=O)(N)C=1C=NN2C1OCCC2)C N'-(((2S,5S)-2-fluoro-5-methyl-1,2,3,5,6,7-hexahydro-s-indacen-4-yl)carbamoyl)-6,7-dihydro-5H-pyrazolo[5,1-b][1,3]oxazine-3-sulfonimidamide